Br.N12CCCCCC2=NCCC1 1,8-diazabicyclo[5.4.0]undec-7-ene hydrobromide